(E)-3-(4-amino-5-chloro-1-(2-methyl-2H-indazol-5-yl)-6-oxo-1,6-dihydropyridazin-3-yl)acrylic acid ethyl ester C(C)OC(\C=C\C1=NN(C(C(=C1N)Cl)=O)C1=CC2=CN(N=C2C=C1)C)=O